CN(C(C)=O)CC1=CC=C(C=C1)C1=NOC(=N1)C(F)(F)F N-methyl-N-[[4-[5-(trifluoromethyl)-1,2,4-oxadiazol-3-yl]phenyl]methyl]acetamide